NC1=NC(=C2N=CN(C2=N1)[C@H]1C[C@H](C1)COP(=O)(OC1=CC=CC=C1)N[C@@H](C)C(=O)OC)O Methyl (((cis-3-(2-amino-6-hydroxy-9H-purin-9-yl)cyclobutyl) methoxy) (phenoxy)phosphoryl)-L-alaninate